(R)-3-amino-5-(4-fluorophenyl)-6-(3-methylimidazo[1,2-a]pyridin-6-yl)-N-((1-methylpyrrolidin-2-yl)methyl)pyrazine-2-carboxamide NC=1C(=NC(=C(N1)C1=CC=C(C=C1)F)C=1C=CC=2N(C1)C(=CN2)C)C(=O)NC[C@@H]2N(CCC2)C